methyl octanate C(CCCCCCC)(=O)OC